(S)-N-(5-(2-(2-amino-5-fluoropyridin-3-yl)-5-chloro-3H-imidazo[4,5-b]pyridin-3-yl)-2,3-dihydro-1H-inden-1-yl)acetamide NC1=NC=C(C=C1C1=NC=2C(=NC(=CC2)Cl)N1C=1C=C2CC[C@@H](C2=CC1)NC(C)=O)F